6-(4-(5-((7-(difluoromethoxy)-4-oxo-3,4-dihydrophthalazin-1-yl)methyl)-2-fluorobenzoyl)piperazin-1-yl)nicotinonitrile FC(OC1=CC=C2C(NN=C(C2=C1)CC=1C=CC(=C(C(=O)N2CCN(CC2)C2=NC=C(C#N)C=C2)C1)F)=O)F